C(C)(C)(C)OC(=O)N1C[C@H]([C@@H](CC1)C(=O)O)C=1C=NN(C1)C(F)F trans-1-(tert-butoxycarbonyl)-3-(1-(difluoromethyl)-1H-pyrazol-4-yl)piperidine-4-carboxylic acid